C1(CC1)C1=CC(=C(C=C1F)NC1=CC(=NC=C1C(=O)NOCC)NC1=NC=CC=C1)N(S(=O)(=O)C)C 4-((4-Cyclopropyl-5-fluoro-2-(N-methylmethanesulfonamido)phenyl)amino)-N-ethoxy-6-(pyridin-2-ylamino)nicotinamide